6-(4-((1H-indazol-5-yl)-amino)pyrimidin-2-yl)-N-(3-chloro-pyridin-4-yl)-indoline-1-carboxamide N1N=CC2=CC(=CC=C12)NC1=NC(=NC=C1)C1=CC=C2CCN(C2=C1)C(=O)NC1=C(C=NC=C1)Cl